1-{5-[(7-{8-methyl-1H,2H,3H-pyrido[2,3-b][1,4]oxazin-7-yl}-5H,6H,7H,8H-pyrido[3,4-d]pyrimidin-2-yl)amino]pyridin-2-yl}piperidin-4-ol CC1=C(C=NC=2OCCNC21)N2CC=1N=C(N=CC1CC2)NC=2C=CC(=NC2)N2CCC(CC2)O